CS(=O)(=O)OC[C@@H](CC=C)C1CC1 (S)-2-CYCLOPROPYLPENT-4-EN-1-YL METHANESULFONATE